C=C1CNCC=C1 3-methylene-2,6-dihydropyridine